C(C)S(=O)(=O)C1=C(N=C(N1C)C1=CC(=CC=C1)C1(CC1)C(F)(F)F)C1=NC2=C(N1C)C=C1C(=C2)OC(C(O1)(F)F)(F)F 2-[5-(Ethylsulfonyl)-1-methyl-2-{3-[1-(trifluoromethyl)cyclopropyl]phenyl}-1H-imidazol-4-yl]-6,6,7,7-tetrafluoro-1-methyl-6,7-dihydro-1H-[1,4]dioxino[2,3-f]benzimidazole